5-(7-chloro-6-fluoro-4-(methylthio)-2-((2-oxooxazolidin-3-yl)methyl)-1H-pyrrolo[3,2-c][1,6]naphthyridin-1-yl)-2-azabicyclo[2.1.1]hexane-2-carboxylate ClC=1N=CC=2C3=C(C(=NC2C1F)SC)C=C(N3C3C1CN(C3C1)C(=O)[O-])CN1C(OCC1)=O